CC1=CC=C(C=N1)C(C)(C)N1C[C@](CC1)(C1COC1)CCC1=CC=C(C#N)C=C1 |o1:12| (R or S)-4-(2-(1-(2-(6-methylpyridin-3-yl)propan-2-yl)-3-(oxetan-3-yl)pyrrolidin-3-yl)ethyl)benzonitrile